1'-(4-(1-(3-ethoxy-3-oxopropyl)ureido)phenyl)-[4,4'-bipiperidine]-1-carboxylic acid tert-butyl ester C(C)(C)(C)OC(=O)N1CCC(CC1)C1CCN(CC1)C1=CC=C(C=C1)N(C(=O)N)CCC(=O)OCC